NC=1C=C(OC2=CC(=CC=C2)OC2=CC(=CC=C2)N)C=CC1 2,6-bis(3-aminophenoxy)benzene